CCCCCCCC(CCCCCCCCCC)O 8-Octadecanol